COC1CCC(CC1)NC(=O)C1=NC(=NC=C1C)C1=CN=CN1C N-((1r,4r)-4-methoxycyclohexyl)-5-methyl-2-(1-methyl-1H-imidazol-5-yl)pyrimidine-4-carboxamide